6,6'-(2,2'-dichloro-[1,1'-biphenyl]-3,3'-diyl)bis(7-fluoro-3-((5-oxopyrrolidin-2-yl)methyl)pyrrolo[2,1-f][1,2,4]triazin-4(3H)-one) ClC1=C(C=CC=C1C=1C=C2C(N(C=NN2C1F)CC1NC(CC1)=O)=O)C1=C(C(=CC=C1)C=1C=C2C(N(C=NN2C1F)CC1NC(CC1)=O)=O)Cl